C(C)(C)(C)OC(=O)N1N=C(C=2C1=NC(=C(N2)C)N2CCC(CC2)(C)NC(=O)OC(C)(C)C)C2=C(C(=CC=C2)Cl)Cl 6-(4-((Boc)amino)-4-methylpiperidin-1-yl)-3-(2,3-dichlorophenyl)-5-methyl-1H-pyrazolo[3,4-b]Pyrazine-1-carboxylic acid tert-butyl ester